(1s,5s)-6-(5-(6-bromo-3-cyanopyrazolo[1,5-a]pyridin-4-yl)pyridin-2-yl)-4-methyl-2,6-diazabicyclo[3.2.0]heptane-4-carboxylic acid BrC=1C=C(C=2N(C1)N=CC2C#N)C=2C=CC(=NC2)N2[C@H]1C(CN[C@H]1C2)(C(=O)O)C